C1(=CC=CC=C1)C=1C(=C(C=CC1)C1=C(C(=C(C=C1)C1=CC=CC=C1)N)N)C=1SC=CC1 (phenylthiophenylphenyl)biphenyldiamine